ClC1=C2C(C(NC2=C(C=C1)Cl)=O)(CC(=O)C1=CC=C(C=C1)S(=O)(=O)C)O 4,7-Dichloro-3-hydroxy-3-(2-(4-(methylsulfonyl)phenyl)-2-oxoethyl)indolin-2-one